C(C)(C)(C)OC(NC1=C(C=C(C=C1)Br)[N+](=O)[O-])=O.C(CCCCCCCCC)OCN1CN(C=C1)COCCCC 1-(1-Decyloxymethyl)-3-(1-butoxymethyl)imidazole tert-butyl-N-(4-bromo-2-nitro-phenyl)carbamate